N-(4-((6-(5-chloro-2-fluorophenyl)-3-(methyl((3-methyl-2-oxooxolan-3-yl)methyl)amino)pyridazin-4-yl)amino)pyridin-2-yl)-2-(4-methyl-1,4-diazepan-1-yl)acetamide ClC=1C=CC(=C(C1)C1=CC(=C(N=N1)N(CC1(C(OCC1)=O)C)C)NC1=CC(=NC=C1)NC(CN1CCN(CCC1)C)=O)F